CN1C(C=NC2=CC=C(C=C12)Cl)=O 1-methyl-7-chloro-2(1H)-quinoxalinone